BrC=1C(=CC(=C(N[C@H](C)C2=C(C=C(C=C2)Cl)Cl)C1)[N+](=O)[O-])Cl (R)-5-bromo-4-chloro-N-(1-(2,4-dichlorophenyl)ethyl)-2-nitroaniline